2-(3,6-Diazabicyclo[3.1.1]heptan-3-yl)-5-(4-chloro-2-methyl-2H-indazol-5-yl)-3-methyl-3,7-dihydro-4H-pyrrolo[2,3-d]pyrimidin-4-one C12CN(CC(N1)C2)C=2N(C(C1=C(N2)NC=C1C1=C(C2=CN(N=C2C=C1)C)Cl)=O)C